3-Fluoro-N'-[(E)-(5-nitrothiophen-2-yl)methylidene]benzohydrazide FC=1C=C(C(=O)N/N=C/C=2SC(=CC2)[N+](=O)[O-])C=CC1